Bis[2-(succinimidyloxycarbonyl)ethyl]sulfone C1(CCC(N1OC(=O)CCS(=O)(=O)CCC(=O)ON1C(CCC1=O)=O)=O)=O